[Br-].C(=O)=[Mn+]=C=O dicarbonyl-manganese bromide